2-[(6-bromo-3-nitropyridin-2-yl)amino]pyridine-3-carbonitrile BrC1=CC=C(C(=N1)NC1=NC=CC=C1C#N)[N+](=O)[O-]